dimethyl-5-(6-methyl-3,4,6,7-tetrahydropyrano[3,4-d]imidazol-2-yl)benzoic acid CC=1C(=C(C(=O)O)C=C(C1)C1=NC2=C(N1)COC(C2)C)C